CNC1=C(C=CC=C1)NC di-methyl-phenylenediamine